(6S)-N-((5,6-DIHYDRO-4H-THIENO[2,3-C]PYRROL-2-YL)METHYL)-4-OXO-3-((1-(M-TOLYL)ETHYL)AMINO)-4,6,7,8-TETRAHYDROPYRROLO[1,2-A]PYRIMIDINE-6-CARBOXAMIDE S1C(=CC2=C1CNC2)CNC(=O)[C@@H]2CCC=1N2C(C(=CN1)NC(C)C=1C=C(C=CC1)C)=O